4-(3,4-Difluoro-2-methoxyphenoxy)-6-(trifluoromethyl)pyridazine-3-carboxylic acid FC=1C(=C(OC2=C(N=NC(=C2)C(F)(F)F)C(=O)O)C=CC1F)OC